1-(7-(7-(5-methyl-1H-indazol-4-yl)-2-(N-methylpyrrol-3-yl)-8-(2,2,2-Trifluoroethoxy)-6-vinylquinazolin-4-yl)-2,7-diazaspiro[3.5]non-2-yl)prop-2-en-1-one CC=1C(=C2C=NNC2=CC1)C1=C(C=C2C(=NC(=NC2=C1OCC(F)(F)F)C1=CN(C=C1)C)N1CCC2(CN(C2)C(C=C)=O)CC1)C=C